ClC1=NC=C(C(=C1)N1CCC(CC1)CCO)C#CC=1C(=NN(C1)C)C(F)(F)F 2-(1-(2-chloro-5-((1-methyl-3-(trifluoromethyl)-1H-pyrazol-4-yl)ethynyl)pyridin-4-yl)piperidin-4-yl)ethan-1-ol